NC1=CC=C2CCC3=C(NC(=N3)N(C(=O)OC(C)(C)C)C(=O)OC(C)(C)C)C2=C1 8-amino-2-(N,N-bis-tert-butoxycarbonylamino)-4,5-dihydro-1H-naphtho[1,2-d]imidazole